dimethyl 1-methyl-1H-imidazole-4,5-dicarboxylate CN1C=NC(=C1C(=O)OC)C(=O)OC